6-[1-(2,2-difluoroethyl)-1H-pyrazolo[3,4-b]pyrazin-6-yl]-2-[6-methyl-2-(trifluoromethyl)pyrimidin-4-yl]-2,6-diazaspiro[3.4]octane FC(CN1N=CC=2C1=NC(=CN2)N2CC1(CN(C1)C1=NC(=NC(=C1)C)C(F)(F)F)CC2)F